3-(5-(1-((1,3-dihydroisobenzofuran-5-yl)methyl)piperidin-4-yl)-1-oxoisoindolin-2-yl)piperidine-2,6-dione C1OCC2=CC(=CC=C12)CN1CCC(CC1)C=1C=C2CN(C(C2=CC1)=O)C1C(NC(CC1)=O)=O